FC=1C=C(C=C(C1)F)COC=1C(=NC=C(C1)F)C1=CC(=CN1)C(=O)OC methyl 5-{3-[(3,5-difluorophenyl)methoxy]-5-fluoropyridin-2-yl}-1H-pyrrole-3-carboxylate